5-hydroxy-N,5-bis(3-methoxyphenyl)-octahydrocyclopenta[c]pyrrole-2-carboxamide OC1(CC2C(CN(C2)C(=O)NC2=CC(=CC=C2)OC)C1)C1=CC(=CC=C1)OC